C(#N)C1=NC2=CC(=CC(=C2N=C1N1CC2=CC=C(C=C2C1)CO)[C@@H](C)NC1=C(C(=O)O)C=CC=C1)C (R)-2-((1-(2-cyano-3-(5-(hydroxy-methyl)isoindolin-2-yl)-7-methyl-quinoxalin-5-yl)ethyl)amino)benzoic acid